N-(8-maleimidooctanoyloxy)succinimide C1(C=CC(N1CCCCCCCC(=O)ON1C(CCC1=O)=O)=O)=O